2-bromo-7H-pyrazolo[1,5-c][1,3]thiazin-4-one BrC1=NN2CSCC(C2=C1)=O